C(CCCCC)OC(CCCCCCCCC\C=C/CCO)OCCCCCC (3Z)-14,14-dihexyloxy-3-tetradecen-1-ol